COC=1C=C(C=CC1)N1CCN(CC1)CC=1C=C2CN(C(C2=CC1)=O)N1C(NC(CC1)=O)=O 1-(5-((4-(3-methoxyphenyl)piperazin-1-yl)methyl)-1-oxoisoindolin-2-yl)dihydropyrimidine-2,4(1H,3H)-dione